morpholino(6-(5-(trifluoromethyl)-1,2,4-oxadiazol-3-yl)imidazo[1,2-a]pyridin-2-yl)methanone O1CCN(CC1)C(=O)C=1N=C2N(C=C(C=C2)C2=NOC(=N2)C(F)(F)F)C1